3-bromo-6,8-dihydro-5H-imidazo[1,2-a]pyrazine-7-carboxylate BrC1=CN=C2N1CCN(C2)C(=O)[O-]